C(#N)C1=NC(=NC(=C1)NC1=CC(=CC(=C1)OC)OC)N1N=CC(=C1N)C(=O)O 1-{4-cyano-6-[(3,5-dimethoxyphenyl)amino]pyrimidin-2-yl}-5-amino-1H-pyrazole-4-carboxylic acid